C(C)P(O)(=O)C1=C(C=C(C=C1C)C)C.BrC(C(=O)NC=1N=NC(=CC1)OC1=C(C=CC=C1)C#N)C 2-bromo-N-(6-(2-cyanophenoxy)pyridazin-3-yl)propanamide ethyl-2,4,6-trimethylphenylphosphinate